[N+](=O)([O-])C1=C(C=CC=C1)CNCC(=O)OC methyl 2-{[(2-nitrophenyl)methyl]amino}acetate